6-(5-Cyanopyrrolo[2,3-b]pyridin-1-yl)-4-(isopropylamino)pyridine-3-carboxylic acid C(#N)C=1C=C2C(=NC1)N(C=C2)C2=CC(=C(C=N2)C(=O)O)NC(C)C